(2-fluoro-6-methoxyphenyl)-N-(4-(4-methylpiperazin-1-yl)phenyl)-1H-pyrazolo[3,4-c]pyridine-3-carboxamide FC1=C(C(=CC=C1)OC)N1N=C(C=2C1=CN=CC2)C(=O)NC2=CC=C(C=C2)N2CCN(CC2)C